(1R)-1-[3-benzyloxy-5-(1-methylpyrazol-4-yl)phenyl]ethanamine C(C1=CC=CC=C1)OC=1C=C(C=C(C1)C=1C=NN(C1)C)[C@@H](C)N